CS(=O)(=O)N[C@@H](C(=O)N[C@@H](C)C(=O)OC)CCC1=CC=CC=C1 Methyl ((R)-2-(methylsulfonamido)-4-phenylbutanoyl)-L-alaninate